(4-Chlorophenyl)boronic acid ClC1=CC=C(C=C1)B(O)O